C(C)(C)(C)OC(=O)N1CC(CCC1)C(NC1=NN(C2=CC=C(C=C12)C1=C(C=CC(=C1)Cl)C(F)(F)F)C(C1=CC=CC=C1)(C1=CC=CC=C1)C1=CC=CC=C1)=O 3-({5-[5-Chloro-2-(trifluoromethyl)phenyl]-1-trityl-1H-indazol-3-yl}carbamoyl)piperidine-1-carboxylic acid tert-butyl ester